COCOC1=CC=C(C=C1)C=CC(CC(CCC1=CC=C(C=C1)OC(C)=O)O)=O 1-(4-methoxymethoxyphenyl)-7-(4-acetoxyphenyl)-5-hydroxy-1-hepten-3-one